CN(S(=O)(=O)C)C1=NC=CC=C1CNC1=NC(=NC=C1C(F)(F)F)NC=1C=NC(=CC1)C(F)(F)F N-methyl-N-[3-({[5-(trifluoromethyl)-2-{[6-(trifluoromethyl)pyridin-3-yl]amino}pyrimidin-4-yl]amino}methyl)pyridin-2-yl]methanesulfonamide